FC(C1=NC=CC=C1C(=O)NC1=C2C(CC(C2=CC=C1)(C)C)CCC)F 2-(difluoromethyl)-N-(1,1-dimethyl-3-propyl-indan-4-yl)-pyridine-3-carboxamide